(2R,6R)-2,6-dimethylpiperazine-1-carboxylic acid tert-butyl ester C(C)(C)(C)OC(=O)N1[C@@H](CNC[C@H]1C)C